[Al].[V].[Nb] niobium-vanadium-aluminum